CC(C(=O)N)(CN1C(=C(C2=CC=CC=C12)C(CCC1=CC=CC=C1)=O)C1=CC=C(C=C1)C)C 2,2-Dimethyl-3-(3-(3-phenylpropanoyl)-2-(p-tolyl)-1H-indol-1-yl)propanamide